CN1N=C(C=C1C1=CC=CC=C1)C(=O)N1CCC(CC1)C1=C2C(=NC=C1)NC(=N2)C2CCOCC2 (1-methyl-5-phenyl-pyrazol-3-yl)-[4-(2-tetrahydropyran-4-yl-3H-imidazo[4,5-b]pyridin-7-yl)-1-piperidyl]methanone